FC1=C(C=CC(=C1)O)C1=CC=C(C=C1)F 2,4'-difluoro-[1,1'-biphenyl]-4-ol